(2,2-difluoro-3-phenylbicyclo[1.1.1]pentan-1-yl)methanol FC1(C2(CC1(C2)C2=CC=CC=C2)CO)F